4-(2-azidoethoxy)-2-oxobutanal N(=[N+]=[N-])CCOCCC(C=O)=O